ClC[SiH2]N([Si](C)(C)C)[SiH2]CNC(C)C (chloromethylsilyl)(isopropylaminomethylsilyl)trimethylsilyl-amine